(R)-2-amino-N-(2-methyl-1-oxo-1-((6-(trifluoromethoxy)benzo[d]thiazol-2-yl)amino)propan-2-yl)-3-phenylpropanamide N[C@@H](C(=O)NC(C(NC=1SC2=C(N1)C=CC(=C2)OC(F)(F)F)=O)(C)C)CC2=CC=CC=C2